COC(=O)C1=CC(=CC(=C1)C(=O)O)C(=O)O 1,3,5-benzenetricarboxylic acid methyl ester